ethyl 2-(2-((5-(3-(aminomethyl)phenyl)-7-(2,6-dimethyl phenyl)benzofuran-3-yl)methoxy)phenyl)acetate NCC=1C=C(C=CC1)C=1C=C(C2=C(C(=CO2)COC2=C(C=CC=C2)CC(=O)OCC)C1)C1=C(C=CC=C1C)C